2-oxo-6-phenyl-2H-chromene O=C1OC2=CC=C(C=C2C=C1)C1=CC=CC=C1